1-(1,4-dioxaspiro[4.4]nonan-7-yl)ethan-1-one t-Butyl-N-[(E)-3-fluoro-2-[(6-fluoro-1-oxo-3,4-dihydro-2H-isoquinolin-8-yl)oxymethyl]allyl]carbamate C(C)(C)(C)OC(NC/C(=C\F)/COC=1C=C(C=C2CCNC(C12)=O)F)=O.O1CCOC12CC(CC2)C(C)=O